IC1=NNC2=CC(=CC=C12)SC1=CC=C2C(=NNC2=C1)I (3-iodo-1H-indazol-6-yl)sulfide